C(C1=CC=CC=C1)(=O)C(C(C(=O)[O-])(O)C(C1=CC=CC=C1)=O)(O)C(=O)[O-] (-)-dibenzoyltartrate